COC=C(C(=O)OC)C1CC2CC(CCN2CC1)C1=C(C=CC=C1)OC Methyl 3-methoxy-2-(8-(2-methoxyphenyl)octahydro-1H-quinolizin-2-yl)acrylate